C(C1=CC=CC=C1)NC(=O)NC1=CC2=C(NC(N2)=O)C=C1 benzyl-3-(2-oxo-2,3-dihydro-1H-benzo[d]imidazol-5-yl)urea